3-(1-{[3-(2-aminoethoxy)-5,7-dimethyladamantan-1-yl]methyl}-5-methylpyrazol-4-yl)-6-(6-chloro-5-methylpyridazine-3-carbonyl)pyridine-2-carboxylic acid NCCOC12CC3(CC(CC(C1)(C3)C)(C2)C)CN2N=CC(=C2C)C=2C(=NC(=CC2)C(=O)C=2N=NC(=C(C2)C)Cl)C(=O)O